(7-nitrobenzofuran-2-yl)methanol [N+](=O)([O-])C1=CC=CC=2C=C(OC21)CO